BrC=1C=C2C=CC(=NC2=CC1)C(=O)[O-] 6-bromoquinoline-2-carboxylate